C(CC1=CC=CC=C1)[C@@H]1OCCCC1 (R)-2-phenethyltetrahydro-2H-pyran